1-(1H-Benzoimidazol-5-yl)-5-(3-chloro-2,6-difluoro-phenyl)-4-(1,2,2-trimethyl-propylimino)-imidazolidin-2-on N1C=NC2=C1C=CC(=C2)N2C(NC(C2C2=C(C(=CC=C2F)Cl)F)=NC(C(C)(C)C)C)=O